ClC1=NN=C2N1C1=CC=CC=C1C(=N2)N2CCCC1=C(C=CC=C21)F chloro-5-(5-fluoro-3,4-dihydro-quinolin-1(2H)-yl)-[1,2,4]triazolo[4,3-a]quinazoline